[Ca+2].S(=O)(=O)([O-])[O-].[Cu+2].[Zn+2].S(=O)(=O)([O-])[O-].S(=O)(=O)([O-])[O-] zinc copper sulfate calcium